Ethyl 9-[4-(dimethylamino)-N-{8-oxo-8-[(3-pentyloctyl)oxy]octyl}butanamido]-2,2-difluorononadecanoate CN(CCCC(=O)N(CCCCCCCC(OCCC(CCCCC)CCCCC)=O)C(CCCCCCC(C(=O)OCC)(F)F)CCCCCCCCCC)C